2-fluoro-5-(hydroxymethyl)-6-methylpyridine FC1=NC(=C(C=C1)CO)C